C(C)(C)(C)C1=NN(C=C1)CCCCC1=CC=CC=2N(C(=NC21)OC)C(=O)N (4-(3-(tert-Butyl)-1H-pyrazol-1-yl)butyl)-2-methoxy-1H-benzo[d]imidazole-1-carboxamide